5-(4-chloro-3-(trifluoromethyl)phenyl)-3-(2-(3,3-difluoroazetidin-1-yl)-2-oxoethyl)thieno[2,3-d][1,2,3]triazin-4(3H)-one ClC1=C(C=C(C=C1)C1=CSC=2N=NN(C(C21)=O)CC(=O)N2CC(C2)(F)F)C(F)(F)F